(S,E)-Methyl-7-(1-(2-(2-adamantylamino)-2-oxoethyl)-2-oxo-1,2-dihydropyridin-3-ylamino)-6-(nicotinamido)-7-oxohept-2-enoat COC(\C=C\CC[C@@H](C(=O)NC=1C(N(C=CC1)CC(=O)NC1C2CC3CC(CC1C3)C2)=O)NC(C2=CN=CC=C2)=O)=O